4-aminothiophenamide NC=1C=C(SC1)C(=O)N